BrC=1C(=C(C=CC1)C1=C(C(=NC=C1)C=1C=CC2=C(N(CCN(C2)C(=O)OC(C)(C)C)C)C1)Cl)Cl tert-Butyl 8-(4-(3-bromo-2-chlorophenyl)-3-chloropyridin-2-yl)-1-methyl-1,2,3,5-tetrahydro-4H-benzo[e][1,4]diazepine-4-carboxylate